2-(9-(4-fluorophenyl)-6-oxaspiro[4.5]decan-9-yl)-N-(2-(pyridin-4-yl)benzyl)ethylamine dihydrochloride Cl.Cl.FC1=CC=C(C=C1)C1(CCOC2(CCCC2)C1)CCNCC1=C(C=CC=C1)C1=CC=NC=C1